4-amino-N-(4-methylphenyl)benzenesulfonamide CC1=CC=C(C=C1)NS(=O)(=O)C2=CC=C(C=C2)N